ClC=1C=C(C=CC1)NC(=S)C1=NC=C(C=C1)OCC N-(3-chlorophenyl)-5-ethoxypyridine-2-thioamide